CC1N(CC=C1C)C(=O)OCC ethyl 2,3-dimethyl-3-pyrroline-1-carboxylate